CC=1C(=C2C=NNC2=CC1C)C1=C(C(=NC2=CC=CC=C12)N1CC2(CN(C2)C(C=C)=O)CC1)C#N 4-(5,6-dimethyl-1H-indazol-4-yl)-2-(2-(2-propenoyl)-2,6-diazaspiro[3.4]octan-6-yl)-3-quinolinecarbonitrile